C1(=CC=CC=C1)S(=O)(=O)OC1=C(C=CC=C1)NC(=O)NC1=C(C=CC=C1)OS(=O)(=O)C1=CC=CC=C1 N,N'-di-[2-(benzenesulfonyloxy)phenyl]urea